C1[C@H]([C@H](OC2=C1C(=CC(=C2[C@@H]3[C@H]([C@H](OC4=C5[C@@H]6[C@H]([C@@](OC7=CC(=CC(=C67)O)O)(OC5=C(C(=C34)O)[C@@H]8[C@H]([C@H](OC9=CC(=CC(=C89)O)O)C1=CC(=C(C=C1)O)O)O)C1=CC(=C(C=C1)O)O)O)C1=CC(=C(C=C1)O)O)O)O)O)C1=CC(=C(C=C1)O)O)O The molecule is a proanthocyanidin found in Cinnamomum cassia and Parameria laevigata. It has a role as a cyclooxygenase 2 inhibitor and a plant metabolite.